5-(8-(5,5-dimethyl-2-oxooxazolidin-3-yl)imidazo[1,2-b]pyridazin-6-yl)pyrimidine-2,4(1H,3H)-dione CC1(CN(C(O1)=O)C=1C=2N(N=C(C1)C=1C(NC(NC1)=O)=O)C=CN2)C